(4-nitrophenyl) 4,5,6,7-tetrahydropyrazolo[1,5-a]pyridin-2-ylmethyl carbonate C(OC1=CC=C(C=C1)[N+](=O)[O-])(OCC1=NN2C(CCCC2)=C1)=O